5-(methoxy-d3)-1H-indol C(OC=1C=C2C=CNC2=CC1)([2H])([2H])[2H]